1-(5-Tert-butyl-2H-pyrazol-3-yl)-3-[4-(5-{6-[2-(2,6-dioxopiperidin-3-yl)-1-oxo-2,3-dihydro-1H-isoindol-4-yl]-hex-5-ynyloxy}-benzimidazol-1-yl)-phenyl]-urea C(C)(C)(C)C=1C=C(NN1)NC(=O)NC1=CC=C(C=C1)N1C=NC2=C1C=CC(=C2)OCCCCC#CC2=C1CN(C(C1=CC=C2)=O)C2C(NC(CC2)=O)=O